10,11-dichloro-13-methyl-2-phenylbenzo[c]pyrazino[2,3-g]pyrazolo[1,5-a][1,5]naphthyridine ClC=1C(=NC2=C(N=C3C4=C(C=5N(C3=C2C)N=C(C5)C5=CC=CC=C5)C=CC=C4)N1)Cl